FC=1C(=NC=CC1)C(=O)[O-] Fluoropicolinate